COC1=CC=C(C=C1)CCCNC1=CN=C(N(C1=O)CC(=O)O)C1=CC=CC=C1 2-[5-[3-(4-Methoxyphenyl)propylamino]-6-oxo-2-phenyl-pyrimidin-1-yl]acetic acid